(S)-2-((7-((4-chloro-2-fluorobenzyl)oxy)-3,4-dihydro-2,6-naphthyridin-2(1H)-yl)methyl)-1-((oxetan-2-yl)methyl)-1H-benzo[d]imidazole-6-carboxylic acid ClC1=CC(=C(COC2=NC=C3CCN(CC3=C2)CC2=NC3=C(N2C[C@H]2OCC2)C=C(C=C3)C(=O)O)C=C1)F